2-(2-Cyclopropylphenyl)-N-(2-methoxy-4-(1-methyl-4-(trifluoromethyl)-1H-imidazol-2-yl)benzyl)furo[3,2-d]pyrimidin-4-amine C1(CC1)C1=C(C=CC=C1)C=1N=C(C2=C(N1)C=CO2)NCC2=C(C=C(C=C2)C=2N(C=C(N2)C(F)(F)F)C)OC